(R)-1-(4-((2-aminophenyl)carbamoyl)phenyl)ethyl 2-((S)-4-(4-chlorophenyl)-2,3,9-trimethyl-6H-thieno[3,2-f][1,2,4]triazolo[4,3-a][1,4]diazepin-6-yl)acetate ClC1=CC=C(C=C1)C1=N[C@H](C=2N(C3=C1C(=C(S3)C)C)C(=NN2)C)CC(=O)O[C@H](C)C2=CC=C(C=C2)C(NC2=C(C=CC=C2)N)=O